FC(S(=O)(=O)[O-])(F)F.FC(C1=CC=C(C=C1)[I+]C1=C(C=C(C=C1C)C)C)(F)F [4-(trifluoromethyl)phenyl](2,4,6-trimethyl-phenyl)iodonium trifluoromethanesulfonate